N1=C(C=CC=C1)SSC(CC(=O)[O-])C 3-(2-pyridyldithio)butyrate